C(#N)C1=NC=CC=C1C(C(C)C=1N(C(C(=C(N1)C(=O)O[Li])OC)=O)C)C1=CC=CC=C1 lithio 2-[1-(2-cyanopyridin-3-yl)-1-phenylpropan-2-yl]-5-methoxy-1-methyl-6-oxopyrimidine-4-carboxylate